CC=1C(=C(C=NC1C)NCC=1C=C2N=CC=NC2=CC1)N1CCNCC1 5,6-Dimethyl-4-(piperazin-1-yl)-N-(quinoxalin-6-ylmethyl)pyridin-3-amine